C(#N)C=1C=C(C=CC1)C=1C=NC(=NC1)N1[C@H]2[C@@H](OCC1)CN(C2)C#N |r| rac-(4aR,7aS)-4-(5-(3-cyanophenyl)pyrimidin-2-yl)hexahydropyrrolo[3,4-b][1,4]Oxazine-6(2H)-carbonitrile